C1(CC1)C1=CC=C(N=N1)N1CCC(=CC1)C=1C(=CC(=C(C1)NC(=O)C1=CNC(C=C1C(F)(F)F)=O)N1C[C@H](N([C@H](C1)C)C)C)F |r| N-[5-[1-(6-cyclopropylpyridazin-3-yl)-3,6-dihydro-2H-pyridin-4-yl]-4-fluoro-2-[rac-(3R,5S)-3,4,5-trimethylpiperazin-1-yl]phenyl]-6-oxo-4-(trifluoromethyl)-1H-pyridine-3-carboxamide